ClC1=CC=C(N=N1)OCC1CC12CCN(CC2)C(=O)OC(C)(C)C tert-Butyl 1-(((6-chloropyridazin-3-yl)oxy)methyl)-6-azaspiro[2.5]octane-6-carboxylate